CC1=NN(C(=C1B1OC(C(O1)(C)C)(C)C)C)CC(C)O 1-[3,5-dimethyl-4-(4,4,5,5-tetramethyl-1,3,2-dioxaborolan-2-yl)pyrazol-1-yl]propan-2-ol